FC(C1=CC=C(C=N1)C(=O)C1CC2(CN(C2)C(=O)OC(C)(C)C)C1)(F)F tert-butyl 6-[6-(trifluoromethyl) pyridine-3-carbonyl]-2-azaspiro[3.3]heptane-2-carboxylate